N-({5-chloro-6-[6-(methylamino)-3-pyridazinyl]-2-indolyl}methyl)acetamide ClC=1C=C2C=C(NC2=CC1C=1N=NC(=CC1)NC)CNC(C)=O